N[C@H]1C[C@H](N(C1)C1=C(C=CC(=C1)C=1C=NC=CC1C#N)C=1C(=NC(=NC1)C1=C(C=CC=C1OC)F)C(=O)N)C(C)(C)O (2-((2S,4S)-4-amino-2-(2-hydroxy-propan-2-yl)pyrrolidin-1-yl)-4-(4-cyanopyridin-3-yl)phenyl)-2-(2-fluoro-6-methoxyphenyl)pyrimidine-4-carboxamide